C(C)C(=CS(=O)(=O)O)C1=CC=CC=C1 α-ethylstyrenesulfonic acid